N-[[6-[(4-Ethyl-2-pyridyl)amino]-2-pyridyl]sulfonyl]-2-(2,2,4-trimethylpyrrolidin-1-yl)pyridin-3-carboxamid C(C)C1=CC(=NC=C1)NC1=CC=CC(=N1)S(=O)(=O)NC(=O)C=1C(=NC=CC1)N1C(CC(C1)C)(C)C